The molecule is a pentacyclic triterpenoid of the class of arborinane-type terpenoids isolated from the roots of Rubia yunnanensis. It has a role as an antineoplastic agent, an antimicrobial agent and a plant metabolite. It is a pentacyclic triterpenoid, an acetate ester and a triol. CC(C)[C@@H]1C[C@H]([C@H]2[C@]1(CC[C@@]3([C@@]2(CC=C4[C@H]3[C@H](C[C@@H]5[C@@]4(CC[C@@H](C5(C)C)O)C)O)C)C)CO)OC(=O)C